C(C=C)[N+]#N.CN(C(SC(N(C)C)=S)=S)C tetramethyl-thiuram monosulfide, allyl-diazonium salt